tert-Butyl (4-(N-(2-((dimethylamino)methyl)quinolin-8-yl)sulfamoyl)phenyl)carbamate CN(C)CC1=NC2=C(C=CC=C2C=C1)NS(=O)(=O)C1=CC=C(C=C1)NC(OC(C)(C)C)=O